2-oxo-N-[(1s,4s)-4-{[6-chloro-2-(trifluoromethyl)quinolin-4-yl]amino}cyclohexyl]-1,2,3,4-tetrahydroquinoline-7-carboxamide O=C1NC2=CC(=CC=C2CC1)C(=O)NC1CCC(CC1)NC1=CC(=NC2=CC=C(C=C12)Cl)C(F)(F)F